C1(=CC=CC2=CC=CC=C12)C(=C)CC1=CC=CC=C1 2-(naphthalen-1-yl)-3-phenyl-1-propene